22-(tetracos-15-enoyloxy)-docosanoic acid C(CCCCCCCCCCCCCC=CCCCCCCCC)(=O)OCCCCCCCCCCCCCCCCCCCCCC(=O)O